CC1=CC(=CC(=N1)C(=O)O)OC[C@@H]1N(CCC1)C |r| (±)-6-methyl-4-((1-methylpyrrolidin-2-yl)methoxy)picolinic acid